1-(2,2-diethoxyethyl)guanidine C(C)OC(CNC(=N)N)OCC